C(C)C1=CN=C2N1C=C(C=N2)C=2C=CN1N=C(N=CC12)NCC(C)(C)F 5-(3-Ethylimidazo[1,2-a]pyrimidin-6-yl)-N-(2-fluoro-2-methylpropyl)pyrrolo[2,1-f][1,2,4]triazin-2-amine